FC=1C(=NC(=CC1)N1[C@@H]2CN([C@H](C1)C2)C)NC2=CC1=C(C=N2)SC(=N1)C1=NC=CC=C1C 3-Fluoro-6-[(1S,4S)-5-methyl-2,5-diazabicyclo[2.2.1]heptan-2-yl]-N-[2-(3-methylpyridin-2-yl)-[1,3]thiazolo[5,4-c]pyridin-6-yl]pyridin-2-amine